perfluoro(2,4-dimethyl-1,3-dioxolane-2-yl)potassium FC1(OC(OC1(F)F)(C(F)(F)F)[K])C(F)(F)F